4-ethylsebacate C(C)C(CCC(=O)[O-])CCCCCC(=O)[O-]